C1(CC1)OC=1C=C(C=CC1F)N([C@@H]1CC[C@H](CC1)N(C1=C(C(N(C=2C=CC(=NC12)C#N)C)=O)C#N)C)CC1CC1 trans-8-((4-((3-cyclopropoxy-4-fluorophenyl)(cyclopropylmethyl)amino)cyclohexyl)(methyl)amino)-5-methyl-6-oxo-5,6-dihydro-1,5-naphthyridine-2,7-dicarbonitrile